3-(Dimethylphosphono)-5-(methylthiazol-2-yl)benzoic acid COP(=O)(OC)C=1C=C(C(=O)O)C=C(C1)C=1SC=C(N1)C